C[C@H]1CN(CCN1C=1C=CC=2N=CN=C(C2N1)NC1=CC(=C(C=C1)CC1=CC2=C(N(C=N2)C)C=C1)C)C(=O)OC(C)(C)C tert-butyl (3S)-3-methyl-4-[4-({3-methyl-4-[(1-methyl-1,3-benzodiazol-5-yl)methyl]phenyl}amino)pyrido[3,2-d]pyrimidin-6-yl]piperazine-1-carboxylate